(2S,6R)-2,6-dimethylpiperazine C[C@@H]1N[C@@H](CNC1)C